C(C)(C)C=1C(=NNC1C=1C=C(C=2N(C1)N=CN2)OC)C2=CC=C(C=N2)C2CCN(CC2)CC#N 2-(4-(6-(4-isopropyl-5-(8-methoxy-[1,2,4]triazolo[1,5-a]pyridin-6-yl)-1H-pyrazol-3-yl)pyridin-3-yl)piperidin-1-yl)acetonitrile